C(C)OC1=C(C=CC(=C1)OCC)C1=NC(=CC(=C1)C1=CC=C(C=C1)N(C1=CC=C(C=C1)CCC)C1=CC=C(C=C1)CCC)C1=C(C=C(C=C1)OCC)OCC 2,6-bis(2,4-diethyloxyphenyl)-4-(4-bis(4-propylphenyl)aminophenyl)pyridine